C(C1=CC=CC=C1)C1=C(C(=O)O)C=CC=N1.C(C1=CN=CC=C1)(=O)OCC1=CC=CC=C1 benzyl nicotinate (Benzyl nicotinate)